C1=CC=CC=2C3=CC=CC=C3C(C12)COC(=O)N[C@@H](CCCCNC(CCOCCOCCOCCOCCOCCOCCOCCOCCOCCOCCOCCOC)=O)C(=O)NCC(=O)N[C@@H](CC1=CC=CC=C1)C(=O)O ((S)-44-((((9H-fluoren-9-yl)methoxy)carbonyl)amino)-38-oxo-2,5,8,11,14,17,20,23,26,29,32,35-dodecaoxa-39-azapentatetracontane-45-oyl)glycyl-L-phenylalanine